2-(5-(4-chlorophenyl)-2-(ethylsulfonyl)pyrazolo[1,5-a]pyrimidin-3-yl)-3-methyl-6-(trifluoromethyl)-3H-imidazo[4,5-c]pyridine ClC1=CC=C(C=C1)C1=NC=2N(C=C1)N=C(C2C2=NC1=C(C=NC(=C1)C(F)(F)F)N2C)S(=O)(=O)CC